5-bromo-2-(2-ethoxyethyl)isoindolin-1-one BrC=1C=C2CN(C(C2=CC1)=O)CCOCC